COC(C1=NC=CC(=C1)NC(=O)[C@@H]1O[C@]([C@H]([C@H]1C1=CC=C(C=2OC(OC21)(F)F)OCC)C)(C(F)(F)F)C)=O |o1:12,14,15,16| Rel-4-((2R,3S,4S,5R)-3-(7-ethoxy-2,2-difluorobenzo[d][1,3]dioxol-4-yl)-4,5-dimethyl-5-(trifluoromethyl)tetrahydrofuran-2-carboxamido)picolinic acid methyl ester